(S)-1-bromo-4-(bromomethyl)-2-(1-methoxy-2,2-dimethylpropyl)benzene 1,1,1,3,3,3-Hexafluoropropan-2-yl-(S)-1-(pyridin-3-ylcarbamoyl)-6-azaspiro[2.5]octan-6-carboxylat FC(C(C(F)(F)F)OC(=O)N1CCC2(C[C@@H]2C(NC=2C=NC=CC2)=O)CC1)(F)F.BrC1=C(C=C(C=C1)CBr)[C@H](C(C)(C)C)OC